ClCCCCCCCCCCCCCCCCCCCC=C 21-chloro-1-henicosene